methyl-di(tetradecyl)amine CN(CCCCCCCCCCCCCC)CCCCCCCCCCCCCC